BrC=1C=C2C(=NC1Cl)C(=NN2C)[N+](=O)[O-] bromo-5-chloro-1-methyl-3-nitro-1H-pyrazolo[4,3-b]pyridine